bis-[3-(m-methoxybenzenesulfonyloxy)phenyl]urea COC=1C=C(C=CC1)S(=O)(=O)OC=1C=C(C=CC1)NC(NC1=CC(=CC=C1)OS(=O)(=O)C1=CC(=CC=C1)OC)=O